3-(5-(ethyl(2-(ethylamino)cyclopentyl)amino)-1-oxoisoindolin-2-yl)piperidine-2,6-dione C(C)N(C=1C=C2CN(C(C2=CC1)=O)C1C(NC(CC1)=O)=O)C1C(CCC1)NCC